C1(CC1)C1=C(C(=NO1)C1=C(C=CC=C1Cl)Cl)CCN1CCN(C(CC1)C)C1=CC=C2C(=CN(C2=C1)C)C(=O)O 6-(4-(2-(5-cyclopropyl-3-(2,6-dichlorophenyl)isoxazol-4-yl)ethyl)-7-methyl-1,4-diazepan-1-yl)-1-methyl-1H-indole-3-carboxylic acid